O1C(CCC1)CC1(NC=CC(=N1)N)N 2-((tetrahydrofuran-2-yl)methyl)pyrimidine-2,4-diamine